Bis[2-(N,N-dimethylamino) ethyl] ether CN(C)CCOCCN(C)C